2,6-dipropylphenol C(CC)C1=C(C(=CC=C1)CCC)O